butyl 1-(2-hydroxyethyl)-6-azaspiro[2.5]octane-6-carboxylate OCCC1CC12CCN(CC2)C(=O)OCCCC